NC1=C(C(=C(C(=C1C(N)=O)F)C=CC(=O)OCC1=CC=CC=C1)C1=NC(=CC(=C1C(F)(F)F)C)N(CC1=CC=C(C=C1)OC)CC1=CC=C(C=C1)OC)F Benzyl 3-(4-amino-2-(6-(bis(4-methoxybenzyl)amino)-4-methyl-3-(trifluoromethyl)pyridin-2-yl)-5-carbamoyl-3,6-difluorophenyl)acrylate